C1(CC1)N1CCS(C2=C(C1=O)SC(=C2)C2=NC(=NC=C2C(F)(F)F)NC2=C(C=C(C=C2)C2CCNCC2)CC)(=O)=O 4-cyclopropyl-7-[2-[2-ethyl-4-(4-piperidyl)anilino]-5-(trifluoromethyl)pyrimidin-4-yl]-1,1-dioxo-2,3-dihydrothieno[2,3-f][1,4]thiazepin-5-one